C(C)(C)N1N=C(C=C1CC(C(=O)OCC)C)C(F)(F)F ethyl 3-[2-Isopropyl-5-(trifluoromethyl)pyrazol-3-yl]-2-methyl-propanoate